4-(6-chloro-4-{3,8-diazabicyclo[3.2.1]octan-3-yl}-8-fluoro-2-[2-(1-methyl-1H-imidazol-2-yl)ethoxy]quinazolin-7-yl)naphthalen-2-ol ClC=1C=C2C(=NC(=NC2=C(C1C1=CC(=CC2=CC=CC=C12)O)F)OCCC=1N(C=CN1)C)N1CC2CCC(C1)N2